C(C)OC(=O)C1=CN2C=3SC=4OCCOCC4C3C(=N[C@H](C2=N1)C)C1=C(C=CC=C1F)F (7S)-9-(2,6-difluorophenyl)-7-methyl-13,16-dioxa-18-thia-2,5,8-triazatetracyclo[8.8.0.02,6.011,17]octadeca-1(10),3,5,8,11(17)-pentaene-4-carboxylic acid ethyl ester